CC(CCOCCC#N)(CCOCCC#N)OCCC#N 3-Methyl-1,3,5-tris(cyanoethoxy)pentane